FC(C1=CC=C(CN2N=CC=3C2=NC(=NC3)N)C=C1)(F)F (4-(trifluoromethyl)benzyl)-1H-pyrazolo[3,4-d]pyrimidin-6-amine